C(CCC)OC(C/C=C/C=C)OCCCC (3E)-6,6-dibutoxy-1,3-hexadiene